2-(5-bromo-2-(1-methoxy-1-methylethoxymethyl)phenyl)tetrahydropyran BrC=1C=CC(=C(C1)C1OCCCC1)COC(C)(C)OC